[N+](=O)([O-])C1=CC=C(OP2(OCCC(O2)C=2C=NC=CC2)=O)C=C1 (±)-2-(4-nitrophenoxy)-4-(pyridin-3-yl)-1,3,2-dioxaphosphinane 2-oxide